COCOC1CCC2(C(=C(CC12)CCCCCO)C1=CC=CC=C1)C(=C)C1=CC=CC=C1 5-(6-exo-(methoxymethoxy)-3-phenyl-3a-(1-phenylvinyl)-1,3a,4,5,6,6a-hexahydropentalen-2-yl)pentan-1-ol